FC1=CC(=C(C=C1C(NC1=NC=C(N=C1)C(C)C)=O)NC(=O)C1=CN=C(S1)C)C N-[4-fluoro-2-methyl-5-[(5-propan-2-ylpyrazin-2-yl)carbamoyl]phenyl]-2-methyl-1,3-thiazole-5-carboxamide